2-[[5-(4-bromothiazol-2-yl)-4,7-difluoro-benzotriazol-2-yl]methoxy]ethyl-trimethyl-silane BrC=1N=C(SC1)C1=C(C=2C(=NN(N2)COCC[Si](C)(C)C)C(=C1)F)F